ClC=1C(=CC2=C([C@@H]([C@](O2)(C2=CC=CC=C2)CNC2CCC(CC2)(C)O)C)C1C1=C(C(=O)NC)C=CC(=C1F)OCCO)F 2-((2s,3s,4s)-5-chloro-6-fluoro-2-(((trans-4-hydroxy-4-methylcyclohexyl)amino)methyl)-3-methyl-2-phenyl-2,3-dihydrobenzofuran-4-yl)-3-fluoro-4-(2-hydroxyethoxy)-N-methylbenzamide